2-(((S)-1-(2-((S)-2-Cyanopyrrolidin-1-yl)-2-oxoethyl)pyrrolidin-3-yl)oxy)-N-phenylbenzamid C(#N)[C@H]1N(CCC1)C(CN1C[C@H](CC1)OC1=C(C(=O)NC2=CC=CC=C2)C=CC=C1)=O